4-Bromo-1-(tetrahydro-pyran-2-yl)-1H-pyrazol BrC=1C=NN(C1)C1OCCCC1